C(C)N1C2=CC(=CC=C2C=2C=C(C=CC12)CNCCC(=O)N1CCC(CC1)N1N=CC=2CN(CCC21)C(=O)NC)C=2N=CSC2 1-(1-(3-(((9-ethyl-7-(thiazol-4-yl)-9H-carbazol-3-yl)methyl)amino)propanoyl)piperidin-4-yl)-N-methyl-1,4,6,7-tetrahydro-5H-pyrazolo[4,3-c]pyridine-5-carboxamide